C(C)(C)(C)OC(=O)N(CC(=O)N(CC(=O)O)C)C N-(N-(tert-butoxycarbonyl)-N-methylglycyl)-N-methylglycine